methyl 2-(4-((tert-butoxycarbonyl)(methyl)amino)piperidin-1-yl)quinoline-6-carboxylate C(C)(C)(C)OC(=O)N(C1CCN(CC1)C1=NC2=CC=C(C=C2C=C1)C(=O)OC)C